1,7-bis-BOC-1,4,7-triazepan C(=O)(OC(C)(C)C)N1CCNCCN1C(=O)OC(C)(C)C